4-[4-(2-acetamido-1-methylethyl)phenylamino]-7-methoxy-6-acetoxy-quinazoline C(C)(=O)NCC(C)C1=CC=C(C=C1)NC1=NC=NC2=CC(=C(C=C12)OC(C)=O)OC